C1=CC=CC=2C3=CC=CC=C3C(C12)COC(=O)N1C(COC(C1)(C)C)C(=O)O 4-(((9H-Fluoren-9-yl)methoxy)carbonyl)-6,6-dimethylmorpholine-3-carboxylic acid